1-(4-((4-((3,4-Dichloro-2-fluorophenyl)amino)pyrido[3,4-d]pyrimidin-6-yl)oxy)piperidin-1-yl)prop-2-en-1-one ClC=1C(=C(C=CC1Cl)NC=1C2=C(N=CN1)C=NC(=C2)OC2CCN(CC2)C(C=C)=O)F